1-(4-(2-chloro-6-fluoro-3-methoxybenzyl)-3-oxo-3,4-dihydro-2H-benzo[b][1,4]thiazin-7-yl)-3-(1H-indol-6-yl)urea ClC1=C(CN2C3=C(SCC2=O)C=C(C=C3)NC(=O)NC3=CC=C2C=CNC2=C3)C(=CC=C1OC)F